C(=O)(OC(C)(C)C)N1CC2C(C1)C(CC2)=O 2-Boc-4-oxo-hexahydrocyclopenta[c]pyrrole